ClC1=NN2C(C(=N1)NCC1=C(C=CC=C1)Cl)=CC=C2[C@H]2[C@@H]([C@@H]([C@H](O2)COC(CO)(CO)P(O)(O)=O)O)O (2-(((2R,3S,4R,5S)-5-(2-chloro-4-((2-chlorobenzyl)amino)pyrrolo[2,1-f][1,2,4]triazin-7-yl)-3,4-dihydroxytetrahydrofuran-2-yl)methoxy)-1,3-dihydroxypropan-2-yl)phosphonic acid